ethyl 4-[3-(4-acetylphenyl)-3-oxoprop-1-enyl]benzoate C(C)(=O)C1=CC=C(C=C1)C(C=CC1=CC=C(C(=O)OCC)C=C1)=O